2-(2,6-dimethylpyridin-4-yl)-5-(5-methoxypyridin-3-yl)-1H-indole CC1=NC(=CC(=C1)C=1NC2=CC=C(C=C2C1)C=1C=NC=C(C1)OC)C